ClC1=CC(=CC(=N1)N1C(C2=CC(=CC=C2C1)C1(CC2(C1)CCC2)CC2=NN=CN2C)=O)CNCC2CC2 2-(6-Chloro-4-(((cyclopropylmethyl)amino)methyl)pyridin-2-yl)-6-(2-((4-methyl-4H-1,2,4-triazol-3-yl)methyl)spiro[3.3]heptan-2-yl)isoindolin-1-one